FC(OC=1C(=CC2=CC=CC=C2C1)C1=NN(C=C1NC(=O)C=1C=NN2C1N=CC=C2)CC(N2CCNCC2)=O)F N-[3-[3-(difluoromethoxy)-2-naphthyl]-1-(2-oxo-2-piperazin-1-yl-ethyl)pyrazol-4-yl]pyrazolo[1,5-a]pyrimidine-3-carboxamide